O1CCC(CC1)COC(=O)NCC1=CC=C(C=C1)C=1SC=C(N1)C(=O)OCC ethyl 2-(4-(((((tetrahydro-2H-pyran-4-yl)methoxy)carbonyl)amino)methyl)phenyl)thiazole-4-carboxylate